ClC1=C(C=C2C=C(N=CC2=C1)NC(=O)[C@H]1[C@H](CC(CC1)(F)F)C)C1CCN(CC1)C1COC1 (1R,2S)-N-(7-chloro-6-(1-(oxetan-3-yl)piperidin-4-yl)isoquinolin-3-yl)-4,4-difluoro-2-methylcyclohexane-1-carboxamide